ClC1=CC(=C(C=C1Cl)NC(=NO)N1[C@@H]2CC[C@H]1CC=1C(=NC=CC12)F)F (5R,8S)-N-(4,5-dichloro-2-fluorophenyl)-1-fluoro-N'-hydroxy-6,7,8,9-tetrahydro-5H-5,8-epiminocyclohepta[c]pyridine-10-carboximidamide